FS(C=1C=C(C=CC1)COC1=CC=C(C=N1)S(=O)(=O)N)(F)(F)(F)F 6-[[3-(pentafluoro-λ6-mercapto)phenyl]methoxy]pyridine-3-sulfonamide